(R)-1-(6-(azetidin-1-yl)pyridin-3-yl)-6-chloro-4-oxo-7-(2-oxo-5-((pyridin-2-yloxy)methyl)pyrrolidin-1-yl)-1,4-dihydro-quinoline-3-carboxylic acid N1(CCC1)C1=CC=C(C=N1)N1C=C(C(C2=CC(=C(C=C12)N1C(CC[C@@H]1COC1=NC=CC=C1)=O)Cl)=O)C(=O)O